C1(CC1)N1C=C2C(=NN(C(C2=C(C1=O)N1C[C@@H](CC1)NC(OC(C)(C)C)=O)=O)C)N[C@H](C)C1=C(C(=CC=C1)C(F)(F)F)C tert-butyl ((R)-1-(6-cyclopropyl-2-methyl-4-(((R)-1-(2-methyl-3-(trifluoromethyl)phenyl)ethyl)amino)-1,7-dioxo-1,2,6,7-tetrahydropyrido[3,4-d]pyridazin-8-yl)pyrrolidin-3-yl)carbamate